ClC1=CC2=C(C(N1CC1=CC=C(C=C1)OC)=O)C(=NN2COCC[Si](C)(C)C)C(F)(F)F 6-chloro-5-(4-methoxybenzyl)-3-(trifluoromethyl)-1-((2-(trimethylsilyl)ethoxy)methyl)-1,5-dihydro-4H-pyrazolo[4,3-c]pyridin-4-one